C1(CC1)C=1N=CC=2C3=C(C=C(C2C1)S(=O)(=O)NCC(C)(C)F)[C@@H](CC3)NC=3N(C=CN3)CC3CC3 |o1:22| (7R*)-3-cyclopropyl-7-[[1-(cyclopropylmethyl)imidazol-2-yl]amino]-N-(2-fluoro-2-methylpropyl)-8,9-dihydro-7H-cyclopenta[h]isoquinoline-5-sulfonamide